COC(=O)/C=C/C(=O)OCC(=O)NC(C(=O)O)C 2-{2-[(2E)-3-(methoxycarbonyl)prop-2-enoyloxy]acetylamino}propanoic acid